C(C)(=O)OCC=C(C=O)C 4-acetoxy-2-methyl-But-2-enal